C(C1=CC=CC=C1)N1CCOC2=C(C1=O)C=C(C(=N2)N2CC=1C=C(C=NC1CC2)C(F)(F)F)Br 4-Benzyl-7-bromo-8-[3-(trifluoromethyl)-7,8-dihydro-5H-1,6-naphthyridin-6-yl]-2,3-dihydropyrido[3,2-f][1,4]oxazepin-5-one